ClC1=CC=C(C2=C1C=C(O2)F)COC2=NC=CC=C2C=2CCN(C(C2)=O)CC2=NC1=C(N2C[C@H]2OCC2)C=CC=C1 (S)-2-((2-((4-chloro-2-fluorobenzofuran-7-yl)methoxy)-6'-oxo-3',6'-dihydro-[3,4'-bipyridyl]-1'(2'H)-yl)methyl)-1-(oxetan-2-ylmethyl)-1H-benzo[d]imidazole